C(#N)C1=CC=C(OC(C(=O)NC=2SC3=C(N2)C=CC(=C3)OC)C3=CC=C(C=C3)S(=O)(=O)CC)C=C1 2-(4-Cyano-phenoxy)-2-(4-ethanesulfonyl-phenyl)-N-(6-methoxy-benzothiazol-2-yl)-acetamide